12-hexyl-6-isopropyl-10-oxo-9,11-dioxa-3,6-diazaicosan-20-oate C(CCCCC)C(OC(OCCN(CCNCC)C(C)C)=O)CCCCCCCC(=O)[O-]